N[C@@H](C(=O)NC=1C=C2CC(CC2=C(C1)F)CNCCC1CN(C(O1)=O)C1=NC2=C(OCC(N2)=O)N=C1)CO (2R)-2-amino-N-[7-fluoro-2-[[2-[2-oxo-3-(3-oxo-4H-pyrazino[2,3-b][1,4]oxazin-6-yl)oxazolidin-5-yl]ethylamino]methyl]indan-5-yl]-3-hydroxy-propanamide